2-methyl-2-acrylamidopropane-1-thiol CC(CS)(C)NC(C=C)=O